(S)-N-ethyl-5-morpholino-N-(2,2,2-trifluoro-1-(4-fluorophenyl)ethyl)pyridine-3-sulfonamide C(C)N(S(=O)(=O)C=1C=NC=C(C1)N1CCOCC1)[C@H](C(F)(F)F)C1=CC=C(C=C1)F